C1CC12CCN(CC2)CC2=CC=C(CNC1=C3C(N(C(C3=CC=C1)=O)C1C(NC(CC1)=O)=O)=O)C=C2 4-(4-(6-azaspiro[2.5]octan-6-ylmethyl)benzylamino)-2-(2,6-dioxopiperidin-3-yl)isoindoline-1,3-dione